11,12-epoxyeicosatrienoic acid CCCCC/C=C/CC1C(O1)C/C=C/C/C=C/CCCC(=O)O